BrC1=CC=C(C(=C1)NC1=NN=NN1C)N 5-bromo-N1-(1-methyl-1H-tetrazol-5-yl)benzene-1,2-diamine